CS(=O)(=O)NC=1C=C(C=CC1)NC(=O)C=1SC=C(C1)B1OC(C(O1)(C)C)(C)C N-(3-methanesulfonamidophenyl)-4-(4,4,5,5-tetramethyl-1,3,2-dioxaborolan-2-yl)thiophene-2-carboxamide